NCC1=NC=CC(=C1F)C=1C=C2C(=NN(C2=CC1)C)COC1=C(C=CC(=C1)OC)CC(=O)O 2-(2-((5-(2-(aminomethyl)-3-fluoropyridin-4-yl)-1-methyl-1H-indazol-3-yl)methoxy)-4-methoxyphenyl)acetic acid